5-chloro-N-[2,4-difluoro-3-[1-(5-isopropyl-4-[[2-(trimethylsilyl)ethoxy]methyl]-1,2,4-triazol-3-yl)imidazo[1,5-a]pyridin-6-yl]phenyl]-2-methoxypyridine-3-sulfonamide ClC=1C=C(C(=NC1)OC)S(=O)(=O)NC1=C(C(=C(C=C1)F)C=1C=CC=2N(C1)C=NC2C2=NN=C(N2COCC[Si](C)(C)C)C(C)C)F